(R)-N-(6-([1,1'-biphenyl]-4-yl)benzo[d]thiazol-2-yl)-1-cyanopyrrolidine-3-carboxamide C1(=CC=C(C=C1)C1=CC2=C(N=C(S2)NC(=O)[C@H]2CN(CC2)C#N)C=C1)C1=CC=CC=C1